tert-butyl 2-(6-cyclopropyl-2-methyl-4-(((R)-1-(2-methyl-3-(trifluoromethyl)phenyl)ethyl)amino)-1,7-dioxo-1,2,6,7-tetrahydropyrido[3,4-d]pyridazin-8-yl)pyrrolidine-1-carboxylate C1(CC1)N1C=C2C(=NN(C(C2=C(C1=O)C1N(CCC1)C(=O)OC(C)(C)C)=O)C)N[C@H](C)C1=C(C(=CC=C1)C(F)(F)F)C